COC1=CC=C(C=C1)NC(=O)C=1N=NC(=CC1)N1CCNCC1 N-(4-methoxyphenyl)-6-piperazin-1-ylpyridazine-3-carboxamide